methoxy-6-azaspiro[3.4]octane-6-carboxylic acid allyl ester C(C=C)OC(=O)N1CC2(CCC2OC)CC1